3-(3-phenylphenyl)-4,5-dihydro-1,2-oxazole-5-carboxylic acid C1(=CC=CC=C1)C=1C=C(C=CC1)C1=NOC(C1)C(=O)O